5-(3-bromophenoxy)-4-methyl-1-tosyl-1H-indole BrC=1C=C(OC=2C(=C3C=CN(C3=CC2)S(=O)(=O)C2=CC=C(C)C=C2)C)C=CC1